C(C(C)C)[Si](OC)OC isobutyl-dimethoxysilicon